ClC1=CC=C(C=N1)[C@H](C)N[S@](=O)C(C)(C)C (R)-N-((S)-1-(6-chloropyridin-3-yl)ethyl)-2-methylpropane-2-sulfinamide